cis-3-(benzyloxy)-N,N-dimethylcyclobutane-1-sulfonamide C(C1=CC=CC=C1)O[C@H]1C[C@H](C1)S(=O)(=O)N(C)C